COC1=C(C=2N(C=C1)C(=NN2)[C@@H]2C[C@@H](CCC2)NC(OC(C)(C)C)=O)C tert-butyl ((1R,3S)-3-(7-methoxy-8-methyl-[1,2,4]triazolo[4,3-a]pyridin-3-yl)cyclohexyl)carbamate